ClC=1C=C(C(=NC1)N1CC(N(C2(CC(C2)C(=O)OCC)C1=O)CC1=CC=C(C=C1)C(F)(F)F)=O)F ethyl (2r,4r)-8-(5-chloro-3-fluoropyridin-2-yl)-6,9-dioxo-5-(4-(trifluoro-methyl)benzyl)-5,8-diazaspiro[3.5]nonane-2-carboxylate